[(3S)-3-(hydroxymethyl)-1-piperidyl]methanone OC[C@@H]1CN(CCC1)C=O